The molecule is an acyl-CoA(4-) obtained by deprotonation of the phosphate and diphosphate groups of oscr#18-CoA; major species at pH 7.3. It is a conjugate base of an oscr#18-CoA. C[C@H]1[C@@H](C[C@H]([C@@H](O1)OCCCCCCCCCCC(=O)SCCNC(=O)CCNC(=O)[C@@H](C(C)(C)COP(=O)([O-])OP(=O)([O-])OC[C@@H]2[C@H]([C@H]([C@@H](O2)N3C=NC4=C(N=CN=C43)N)O)OP(=O)([O-])[O-])O)O)O